FC(C(C(C(C(C(C(C(F)(F)F)(F)F)(F)F)(F)F)(F)F)(F)F)(F)F)(F)Cl perfluorooctyl chloride